C1(CC1)C(=O)N1CC2=CC(=CC=C2CC1)S(=O)(=O)N(C(C(F)(F)F)C1=CC=C(C=C1)F)CC 2-(Cyclopropanecarbonyl)-N-ethyl-N-(2,2,2-trifluoro-1-(4-fluorophenyl)ethyl)-1,2,3,4-tetrahydroisoquinoline-7-sulfonamide